1-bromo-3-fluoro-2-((2-methoxyethoxy)methyl)benzene BrC1=C(C(=CC=C1)F)COCCOC